FC(C=1C=C(C=C(C1)C(F)(F)F)[C@@H](C)OC[C@]1(CC[C@]2(CCC(N2)=O)CN1)C1=CC=CC=C1)(F)F (5S,8S)-8-[[(1R)-1-[3,5-bis(trifluoromethyl)phenyl]ethoxy]methyl]-8-phenyl-1,9-diazaspiro[4.5]decan-2-one